C1(=CC=CC=C1)CS(=O)(=O)OC1=C(OC(C1=O)([2H])C1=CC(=C(C=C1)F)F)N 2-amino-5-(3,4-difluorophenyl)-4-oxo-4,5-dihydrofuran-3-yl-5-d phenylmethanesulfonate